(((3S,4R)-1-(2-hydroxyethyl)pyrrolidine-3,4-diyl)bis(oxy))bis(pentane-5,1-diyl)bis(2-hexyldecanoate) OCCN1C[C@@H]([C@@H](C1)OCCCCCC(C(=O)[O-])(CCCCCCCC)CCCCCC)OCCCCCC(C(=O)[O-])(CCCCCCCC)CCCCCC